C(C1CO1)N(C1=CC=C(C=C1)OCC1CO1)CC1CO1 N,N-diglycidyl-p-glycidoxyaniline